N1(CCCCC1)C1=NC=2N(C(=C1)N(CCO)CCCCCC)N=CN2 5-piperidino-7-[N-hexyl-N-(beta-hydroxyethyl)amino]-s-triazolo-[1,5-a]pyrimidine